5-[[2-[(2R,5S)-5-methyl-2-(1H-pyrazolo[3,4-b]pyridin-5-yl)-1-piperidyl]-2-oxo-acetyl]amino]pyridine-3-carboxamide C[C@H]1CC[C@@H](N(C1)C(C(=O)NC=1C=C(C=NC1)C(=O)N)=O)C=1C=C2C(=NC1)NN=C2